FC1=C(OC2=C(C=C(C=C2)C(C)(C)O)C=2C3=C(C(N(C2)C)=O)SC(=C3)C(=O)N3CCC(CC3)(F)F)C=CC(=C1)F 4-(2-(2,4-difluorophenoxy)-5-(2-hydroxypropan-2-yl)phenyl)-2-(4,4-difluoropiperidine-1-carbonyl)-6-methylthieno[2,3-c]pyridin-7(6H)-one